C(C)(=O)O[C@H]([C@@H](CNC(CC1=CC=C(C=C1)Cl)=O)OC(C)=O)[C@@H]1O[C@](C[C@@H]([C@H]1NC(COC(C)=O)=O)OC(C)=O)(C(=O)OC)SC(C)=O (1R,2R)-1-((2R,3R,4S,6S)-4-acetoxy-3-(2-acetoxyacetamido)-6-(acetylthio)-6-(methoxycarbonyl)tetrahydro-2H-pyran-2-yl)-3-(2-(4-chlorophenyl)acetamido)propane-1,2-diyl diacetate